C1(=CC=CC=C1)C1=CC(=CC(=C1)B1OC(C(O1)(C)C)(C)C)C1=CC(=CC=C1)C1=CC=CC=C1 2-([1,1':3',1'':3'',1'''-quaterphenyl]-5'-yl)-4,4,5,5-tetramethyl-1,3,2-dioxaborolane